COC(C=1C2=C(C(N(C1)C)=O)N(C=C2)S(=O)(=O)C2=CC=C(C)C=C2)C2=CC=CC=C2 4-(methoxy(phenyl)methyl)-6-methyl-1-p-toluenesulfonyl-1,6-dihydro-7H-pyrrolo[2,3-c]pyridin-7-one